2-(benzo[d]isoxazol-3-yl)-N-(5-(1-(6-(2-(3-(trifluoromethoxy)phenyl)acetamido)pyridazin-3-yl)pyrrolidin-3-yl)-1,3,4-thiadiazol-2-yl)acetamide O1N=C(C2=C1C=CC=C2)CC(=O)NC=2SC(=NN2)C2CN(CC2)C=2N=NC(=CC2)NC(CC2=CC(=CC=C2)OC(F)(F)F)=O